1-Morpholino-2-(4-(2-(5-phenyl-1H-imidazol-2-yl)pyridin-4-yl)-1H-pyrazol-1-yl)ethanone trifluoroacetate salt FC(C(=O)O)(F)F.O1CCN(CC1)C(CN1N=CC(=C1)C1=CC(=NC=C1)C=1NC(=CN1)C1=CC=CC=C1)=O